ethyl 2-(7-isopropyl-4-oxo-2-(2,2,2-trifluoro-1-hydroxyethyl)pyrazolo[1,5-d][1,2,4]triazin-5(4H)-yl)acetate C(C)(C)C1=NN(C(C=2N1N=C(C2)C(C(F)(F)F)O)=O)CC(=O)OCC